racemic-N-methyl-5-(4-(3-(8-oxo-7,8-dihydroimidazo[1,2-a]pyrazin-6-yl)pyrrolidin-1-yl)piperidin-1-yl)picolinamide CNC(C1=NC=C(C=C1)N1CCC(CC1)N1C[C@@H](CC1)C=1NC(C=2N(C1)C=CN2)=O)=O |r|